C1(CCC1)C1=NC=NC(=C1)OC 4-cyclobutyl-6-methoxypyrimidine